tert-butyl (1-((2-cyano-5-(5-cyano-6-(dimethylamino)imidazo[1,2-a]pyridin-3-yl)-3-(methylthio)phenoxy)methyl)cyclopentyl)-carbamate C(#N)C1=C(OCC2(CCCC2)NC(OC(C)(C)C)=O)C=C(C=C1SC)C1=CN=C2N1C(=C(C=C2)N(C)C)C#N